C(C)O\C=C(/C(=O)OCC)\C(C)=O ethyl (2Z)-2-(ethoxymethylene)-3-oxo-butyrate